1H-pyrazole-3-carboxamidine N1N=C(C=C1)C(=N)N